Diisopropyl 7,7'-((3-((2-(4-(2-((4-(bis(2-hydroxy-7-isopropoxy-7-oxoheptyl)amino)butanoyl)oxy)ethyl)piperazin-1-yl)ethyl)disulfaneyl)propyl)azanediyl)bis(6-hydroxyheptanoate) OC(CN(CCCC(=O)OCCN1CCN(CC1)CCSSCCCN(CC(CCCCC(=O)OC(C)C)O)CC(CCCCC(=O)OC(C)C)O)CC(CCCCC(OC(C)C)=O)O)CCCCC(=O)OC(C)C